N-[4-(2-fluorophenoxy)-5-isopropyl-6-(2-isopropylphenyl)pyrimidin-2-yl]-1-methyl-pyrazole-4-sulfonamide FC1=C(OC2=NC(=NC(=C2C(C)C)C2=C(C=CC=C2)C(C)C)NS(=O)(=O)C=2C=NN(C2)C)C=CC=C1